CC1(C2C3C4C=CC(C3C(C1)C2)C4)C#N 8-methyl-8-cyanotetracyclo[4.4.0.12,5.17,10]dodec-3-ene